O=C1N(CCN(C1=O)CC(F)(F)F)C(=O)NC(C(=O)N[C@@H]1B(OC2=C(C1)C=CC=C2C(=O)O)O)C2=CC=C(C=C2)P(=O)(O)O (3R)-3-(2-(2,3-dioxo-4-(2,2,2-trifluoroethyl)piperazine-1-carboxamido)-2-(4-phosphonophenyl)acetamido)-2-hydroxy-3,4-dihydro-2H-benzo[e][1,2]oxaborinine-8-carboxylic acid